NC1(C(C(=CC=C1)C1=CC=CC=C1)O)C(=O)O 3-amino-2-hydroxy-[1,1-biphenyl]-3-carboxylic acid